C(CCCCCCCC)(=O)O.OC1[C@H](O)[C@@H](O)[C@H](O[C@H]2[C@H](O)[C@@H](O)[C@@H](O)[C@H](O2)CO)[C@H](O1)CO lactose pelargonate